OC1=C(C(C2=CC=CC=C2)(C2=CC=CC=C2)O)C=CC=C1 dihydroxy-diphenyl-toluene